(2R)-N-((R or S)-(3-chloro-4-fluoro-phenyl)(8,8-difluoro-bicyclo[3.2.1]octan-3-yl)methyl)-2-methyl-3-oxo-piperazine-1-carboxamide ClC=1C=C(C=CC1F)[C@H](NC(=O)N1[C@@H](C(NCC1)=O)C)C1CC2CCC(C1)C2(F)F |o1:8|